Cyclopropanecarboxylic acid (2-{6-amino-8-[6-(1H-pyrazol-3-yl)-benzo[1,3]dioxol-5-ylsulfanyl]-purin-9-yl}-ethyl)-amide NC1=C2N=C(N(C2=NC=N1)CCNC(=O)C1CC1)SC1=CC2=C(OCO2)C=C1C1=NNC=C1